C1(CCCCC1)CN1CCC2(C(C2)CNC2=NN=C(C3=CC=CC=C23)C=2C(=NN(C2)C)C)CC1 N-[[6-(cyclohexylmethyl)-6-azaspiro[2.5]octan-2-yl]methyl]-4-(1,3-dimethylpyrazol-4-yl)phthalazin-1-amine